COC(C1=C(C=C(C(=C1)F)F)NC1=C(C(=C(C=C1)F)F)C=O)=O ((3,4-difluoro-2-formylphenyl)amino)-4,5-difluoro-benzoic acid methyl ester